2-(Cyclopropylmethyl)-8-methyl-4,5-dihydro-2H-furo[2,3-g]indazole-7-carboxylic acid ethyl ester C(C)OC(=O)C1=C(C2=C(CCC3=CN(N=C23)CC2CC2)O1)C